FC1=CC=C(C(=O)NC2CCC(CC2)NC(OC(C)(C)C)=O)C=C1 Tert-butyl N-[4-[(4-fluorobenzoyl)amino]cyclohexyl]carbamate